N-[(S)-1-(3,4-dimethoxyphenyl)ethyl]-8-cyclopropyl-4-(5,8-diaza-8-spiro[3.6]decyl)-6-methyl-1,7-diaza-3-naphthamide COC=1C=C(C=CC1OC)[C@H](C)NC(=O)C=1C=NC2=C(N=C(C=C2C1N1CCNC2(CCC2)CC1)C)C1CC1